C(C)OCCCC(=O)N(CCC)CCC 4-ethoxy-N,N-dipropylbutanamide